FC1=C2C=CN(C2=CC=C1F)CC(C)(C)NS(=O)(=O)C1=CC=C(C=C1)C N-(1-(4,5-difluoro-1H-indol-1-yl)-2-methylpropan-2-yl)-4-methylbenzenesulfonamide